COC1=NC(=NN2C1=C(C=C2)C=2C=CC1=C(N(N=N1)CC(F)(F)F)C2)NC2CC(C2)(O)C (1s,3s)-3-((4-methoxy-5-(1-(2,2,2-trifluoroethyl)-1H-benzo[d][1,2,3]triazol-6-yl)pyrrolo[2,1-f][1,2,4]triazin-2-yl)amino)-1-methylcyclobutan-1-ol